C1(CC1)C1=CC(=NN1)N(C1=NC(=NC=C1)N(C1CCC(CC1)NC(=O)C=1N=NN(N1)C)C)C N-((1R,4R)-4-((4-((5-cyclopropyl-1H-pyrazol-3-yl)(methyl)amino)pyrimidin-2-yl)(methyl)amino)cyclohexyl)-2-methyl-2H-tetrazole-5-carboxamide